FC=1C=C(C=C(C1)F)C1=NO[C@](C1)(C(=O)N[C@H]1C=C[C@H](C1)C(=O)O)C (1S,4R)-4-[[(5R)-3-(3,5-difluorophenyl)-5-methyl-4H-isoxazol-5-carbonyl]amino]cyclopent-2-ene-1-carboxylic acid